NC1=C(C(=NN1C(C)C)C1=CC=C(C=C1)CC(=O)NC1=CC(=NO1)C(C(C)(C)C)(F)F)C(=O)N 5-Amino-3-[4-[2-[[3-(1,1-difluoro-2,2-dimethylpropyl)isoxazol-5-yl]amino]-2-oxo-ethyl]phenyl]-1-isopropyl-pyrazole-4-carboxamide